BrC1=CC(=C(C=C1F)NS(=O)(=O)C1=CN(C=2CC(CCC12)(C(F)(F)F)OC)S(=O)(=O)C1=CC=C(C)C=C1)F N-(4-bromo-2,5-difluorophenyl)-6-methoxy-1-tosyl-6-(trifluoromethyl)-4,5,6,7-tetrahydro-1H-indole-3-sulfonamide